trans-N-(4-(5-(5-chlorobenzofuran-2-yl)-1,3,4-oxadiazol-2-yl)cyclohexyl)-3-(4-chlorophenyl)-1,2,4-oxadiazol-5-carboxamide ClC=1C=CC2=C(C=C(O2)C2=NN=C(O2)[C@@H]2CC[C@H](CC2)NC(=O)C2=NC(=NO2)C2=CC=C(C=C2)Cl)C1